(R)-1,3-bis(4-methoxyphenyl)-3-((S)-1,4-dioxaspiro[4.5]decan-2-yl)propan-1-one COC1=CC=C(C=C1)C(C[C@@H]([C@@H]1OC2(OC1)CCCCC2)C2=CC=C(C=C2)OC)=O